(-)-(4aR,8aS)-6-[4-[[2-Cyclopentyl-4-(trifluoromethyl)phenyl]methyl]piperidine-1-carbonyl]-4,4a,5,7,8,8a-hexahydropyrido[4,3-b][1,4]oxazin-3-one C1(CCCC1)C1=C(C=CC(=C1)C(F)(F)F)CC1CCN(CC1)C(=O)N1C[C@@H]2[C@@H](OCC(N2)=O)CC1